C(C1=CC=CC=C1)OC=1C=2N(C=C(C1)OC)N=C(C2)C(C)O 1-(4-(benzyloxy)-6-methoxypyrazolo[1,5-a]pyridin-2-yl)ethanol